C1(CCCC1)N1C(C(NC=C1)=O)=O 1-cyclopentyl-1,4-dihydropyrazine-2,3-dione